C1(=CC=CC2=CC=CC=C12)S(=O)(=O)[O-] 1-naphthalenesulfonate